thiobis(4-t-octylphenol) S(C1=C(C=CC(=C1)C(C)(C)CC(C)(C)C)O)C1=C(C=CC(=C1)C(C)(C)CC(C)(C)C)O